5-((6R)-7-(4-Chloro-3-(trifluoromethyl)benzoyl)-6-methyl-2-(methylsulfinyl)-4-oxo-5,6,7,8-tetrahydropyrido[3,4-d]pyrimidin-3(4H)-yl)-N-methylpentanamide ClC1=C(C=C(C(=O)N2CC=3N=C(N(C(C3C[C@H]2C)=O)CCCCC(=O)NC)S(=O)C)C=C1)C(F)(F)F